2-(tert-butyl)-8-(tetrahydro-2H-pyran-4-yl)pyrido[4,3-d]pyrimidine-2,5-diamine C(C)(C)(C)C1(N=CC2=C(N1)C(=CN=C2N)C2CCOCC2)N